ClC=1N=C(C=2C(N1)=C(NN2)CCC2=CC=C(C=C2)Cl)NC 5-chloro-3-(4-chlorophenethyl)-N-methyl-2H-pyrazolo[4,3-d]pyrimidin-7-amine